CN1C=NC(=C1)CC(=O)O 2-(1-methyl-1H-imidazole-4-yl)acetic acid